(Nonyl)4-Nonyloxymethyl-2,2-dimethyl-1,3-dioxolane C(CCCCCCCC)C1(OC(OC1)(C)C)COCCCCCCCCC